(4-tert-butyl-phenyl)-(4-methoxyphenyl)iodonium tetraphenylborate C1(=CC=CC=C1)[B-](C1=CC=CC=C1)(C1=CC=CC=C1)C1=CC=CC=C1.C(C)(C)(C)C1=CC=C(C=C1)[I+]C1=CC=C(C=C1)OC